CC1=C(C(=CC=C1)C)C[C@H](C[C@H]1C(NCC1)=O)NC([C@H](CC1CCCCC1)NC(C=CC1=CC=CC=C1)=O)=O (2,6-dimethylphenyl)(S)-2-((S)-2-cinnamamido-3-cyclohexylpropionamido)-3-((S)-2-oxopyrrolidin-3-yl)propane